Methyl (S)-2-(2-(1-acetylpiperidin-4-yl)acetamido)-3-(4-(benzyloxy)phenyl)propanoate C(C)(=O)N1CCC(CC1)CC(=O)N[C@H](C(=O)OC)CC1=CC=C(C=C1)OCC1=CC=CC=C1